C(OC1=NC=CC=C1)(OC1=NC=CC=C1)=S bis(pyridin-2-yl) thiocarbonate